ClC=1C(=C(C(=CC1)OC)C1=CC(=NC=C1C(=O)NC=1SC(=NN1)C(CO)(F)F)C)F 4-(3-Chloro-2-fluoro-6-methoxyphenyl)-N-(5-(1,1-difluoro-2-hydroxyethyl)-1,3,4-thiadiazol-2-yl)-6-methylnicotinamide